1-((4-(3-amino-4-methyl-1H-indazol-5-yl)-3-methylphenyl)sulfonyl)azetidine-3-carbonitrile NC1=NNC2=CC=C(C(=C12)C)C1=C(C=C(C=C1)S(=O)(=O)N1CC(C1)C#N)C